8-amino-3-(4-(4-methoxybut-2-enoyl)morpholin-3-yl)imidazo[1,5-a]pyrazin NC=1C=2N(C=CN1)C(=NC2)C2N(CCOC2)C(C=CCOC)=O